3-(2-fluoro-4-methylsulfonyl-phenyl)-1,4-oxazepan-4-carbaldehyde FC1=C(C=CC(=C1)S(=O)(=O)C)C1COCCCN1C=O